FC(OC1=NC2=CC(=CC(=C2N=C1)C=1SC2=C(N1)C=CC=C2OCC(=O)NC2=CC=CC=C2)C)F 2-(2-(2-(difluoromethoxy)-7-methylquinoxalin-5-yl)benzo[d]thiazol-7-yloxy)-N-phenylacetamide